N-(phenyl)-DL-2,3-di(tert-butoxycarbonyl)aminopropionamide C1(=CC=CC=C1)NC([C@@H](CNC(=O)OC(C)(C)C)NC(=O)OC(C)(C)C)=O |r|